3-ethoxy-6-[2-[1-(6-methylpyridazin-3-yl)-4-piperidyl]ethoxy]-1,2-benz-oxazole C(C)OC1=NOC2=C1C=CC(=C2)OCCC2CCN(CC2)C=2N=NC(=CC2)C